O=C1NC(CCC1N1C(N(C2=C1C=CC=C2NCCCCCC(=O)O)C)=O)=O 6-((1-(2,6-Dioxopiperidin-3-yl)-3-methyl-2-oxo-2,3-dihydro-1H-benzo[d]imidazol-4-yl)amino)hexanoic acid